CC(\C=C\CCC)C(=O)[O-] (E)-3-hepten-2-ylcarboxylate